2-benzyl-2-((6-(6-cyclopropyl-4-fluoro-1H-benzo[d][1,2,3]triazol-1-yl)-1H-indazol-3-yl)methoxy)malonic acid C(C1=CC=CC=C1)C(C(=O)O)(C(=O)O)OCC1=NNC2=CC(=CC=C12)N1N=NC2=C1C=C(C=C2F)C2CC2